FC=1C=C(C=CC1)C1=C2C(=NC=C1)NN=C2C2=CC(=C(C(=C2)OC)OC)OC 4-(3-fluorophenyl)-3-(3,4,5-trimethoxyphenyl)-1H-pyrazolo[3,4-b]pyridine